N1[C@@H](CCC1)C(=O)C1C(C)O1 prolylpropylene oxide